2-methyl-5-nitro-3-(trifluoromethyl)pyridine CC1=NC=C(C=C1C(F)(F)F)[N+](=O)[O-]